3-fluoro-N-{[6-(methoxymethyl)-1-methyl-1H-benzimidazol-7-yl]methyl}-4-(trifluoromethoxy)-benzamide FC=1C=C(C(=O)NCC2=C(C=CC3=C2N(C=N3)C)COC)C=CC1OC(F)(F)F